6-fluoro-4-methoxy-2-(6-bromo-3-pyridyl)-5-trifluoromethylpyrimidine FC1=C(C(=NC(=N1)C=1C=NC(=CC1)Br)OC)C(F)(F)F